S1C(=NC=C1)C1CCC(CC1)CC(=O)OCC ethyl 2-(4-(thiazol-2-yl)cyclohexyl)acetate